6-bromo-4-[(4-methoxyphenyl)methylsulfanyl]-2-methyl-1,8-naphthyridine BrC=1C=C2C(=CC(=NC2=NC1)C)SCC1=CC=C(C=C1)OC